bisoctyl-magnesium C(CCCCCCC)[Mg]CCCCCCCC